7-methoxy-2-(6-oxaspiro[3.4]octan-2-yl)-N-(6-(trifluoromethyl)pyridin-2-yl)imidazo[1,2-a]pyridine-6-carboxamide COC1=CC=2N(C=C1C(=O)NC1=NC(=CC=C1)C(F)(F)F)C=C(N2)C2CC1(C2)COCC1